7-hydroxy-2-methyl-3-(2-(4-methylpiperazin-1-yl)-2-oxoethyl)-4-oxo-4H-chromene-8-carbaldehyde OC1=CC=C2C(C(=C(OC2=C1C=O)C)CC(=O)N1CCN(CC1)C)=O